C(C)(C)(C)OC(NC1=NC=C(C=C1C)NC(C(=O)N1[C@@H](CC[C@H](C1)C)C1=CC(=CC=C1)NC)=O)=O.O.C=1CCC=C2C3=CCCC=C3C3=CCCC=C3C12 2,3,6,7,10,11-hexahydrotriphenylene hydrate tert-Butyl-N-[3-methyl-5-[[2-[(2S,5R)-5-methyl-2-[3-(methylamino)phenyl]-1-piperidyl]-2-oxo-acetyl]amino]-2-pyridyl]carbamate